C[Si]1(CCC(CC1)NC(=O)C1=CC=2C(=NC(=CC2)C=2C=NC=CC2)N1)C N-(1,1-dimethylsilacyclohexan-4-yl)-6-(3-pyridinyl)-1H-pyrrolo[2,3-b]pyridine-2-carboxamide